4-[(dibenzyloxyphosphoryl)oxy]-2-hydroxy-3,3-dimethyl-N-[2-[(2-sulfanylethyl)carbamoyl]ethyl]butanamide C(C1=CC=CC=C1)OP(=O)(OCC1=CC=CC=C1)OCC(C(C(=O)NCCC(NCCS)=O)O)(C)C